C[Si](OCC)(OCC)CCCCC Methylpentyldiethoxysilane